ClC=1C(=C(C=CC1)NC(=O)C1=CC(=CC=2NC(=NC21)NCCOC)NC(=O)C2=C(C=CC=C2)C(F)(F)F)C N-(3-chloro-2-methylphenyl)-2-[(2-methoxyethyl)amino]-6-({[2-(trifluoromethyl)phenyl]carbonyl}amino)-1H-benzimidazole-4-carboxamide